ClC=1C=C(NC2(CCC3(C(CC4=CC=CC=C34)C[C@H](COC3=C4C(=NC=C3)C(CC4CC)O)C)CC2)C(=O)O)C=CC1 4-(3-Chloroanilino)-2'-{(2R)-3-[(5-ethyl-7-hydroxy-6,7-dihydro-5H-cyclopenta[b]pyridin-4-yl)oxy]-2-methylpropyl}-2',3'-dihydrospiro[cyclohexane-1,1'-indene]-4-carboxylic acid